N-(4-((3-(methylsulfonyl)phenyl)amino)-5-(2-oxopyrrolidin-1-yl)pyridin-2-yl)acetamide CS(=O)(=O)C=1C=C(C=CC1)NC1=CC(=NC=C1N1C(CCC1)=O)NC(C)=O